N-((1r,3s,5s)-8-((1H-indol-5-yl)methyl)-8-azabicyclo[3.2.1]oct-3-yl)-1H-indole-6-carboxamide N1C=CC2=CC(=CC=C12)CN1[C@H]2CC(C[C@@H]1CC2)NC(=O)C2=CC=C1C=CNC1=C2